ethyl [(5-bromo-2-formylpyridin-3-yl)carbamoyl]formate BrC=1C=C(C(=NC1)C=O)NC(=O)C(=O)OCC